ethyl 1-(3-tolyl)-5-amino-1H-pyrazole-4-carboxylate C1(=CC(=CC=C1)N1N=CC(=C1N)C(=O)OCC)C